(3-(4-methyl-6-((5-methyl-1H-pyrazol-3-yl)amino)pyrimidine-2-yl)-3,8-diazabicyclo[3.2.1]octane-8-yl)methanone CC1=NC(=NC(=C1)NC1=NNC(=C1)C)N1CC2CCC(C1)N2C=O